FC1=NC(=CC=C1C=1CCNCC1)C(=O)NC([2H])([2H])[2H] 2-Fluoro-N-(methyl-d3)-1',2',3',6'-tetrahydro-[3,4'-bipyridine]-6-carboxamide